ClC1=CC=C(C=C1)N1C(N(C(C1=O)CCC(=O)NCC1=CC=C(C(=O)NO)C=C1)C)=O 4-((3-(1-(4-chlorophenyl)-3-methyl-2,5-dioxoimidazolin-4-yl)propionylamino)methyl)-N-hydroxybenzamide